FC(OC1=NC=CC(=C1)N1CC(C1)CC(=O)OCC)F ethyl 2-(1-(2-(difluoromethoxy)pyridin-4-yl)azetidin-3-yl)acetate